3-(2-((6-fluoro-1-(tetrahydro-2H-pyran-2-yl)-1H-indazol-4-yl)oxy)propan-2-yl)azetidine-1-carboxylic acid tert-butyl ester C(C)(C)(C)OC(=O)N1CC(C1)C(C)(C)OC1=C2C=NN(C2=CC(=C1)F)C1OCCCC1